[N+](=O)([O-])C1=CC=C(C=C1)N1CCC(CC1)CN1CC2(CN(C2)C(=O)OC(C)(C)C)C1 tert-butyl 6-((1-(4-nitrophenyl)piperidin-4-yl)methyl)-2,6-diazaspiro[3.3]heptane-2-carboxylate